3-fluoro-4-methoxy-N-methyl-N-(2,3,4,5-tetrafluoro-6-(methylthio)benzyl)aniline FC=1C=C(N(CC2=C(C(=C(C(=C2SC)F)F)F)F)C)C=CC1OC